tert-butyl 1,6-diazaspiro[3.3]heptane-1-carboxylate N1(CCC12CNC2)C(=O)OC(C)(C)C